tert-butyl [(6-bromo-4-oxo-3,4-dihydrothieno[3,2-d]pyrimidin-2-yl)methyl]cyclopentylcarbamate BrC1=CC=2N=C(NC(C2S1)=O)CN(C(OC(C)(C)C)=O)C1CCCC1